C1(CCCCC1)NC(=NC1CCCCC1)N1CCOCC1 N,N'-dicyclohexyl-4-morpholineamidine